NC1=CC=C(C[Hg])C=C1 4-aminobenzyl-mercury